1-(phenylsulfonyl)-6-bromo-pyrrolo[2,3-b]pyridine-3-sulfonyl chloride C1(=CC=CC=C1)S(=O)(=O)N1C=C(C=2C1=NC(=CC2)Br)S(=O)(=O)Cl